(tetrahydro-1H-pyrrolo[2,1-c][1,4]oxazin-8a(6H)-yl)methanol C1OCCN2C1(CCC2)CO